(S)-N-((R)-(3-chloro-4-fluorophenyl)(5-chlorobenzofuran-2-yl)methyl)-2-oxo-imidazolidine-4-carboxamide ClC=1C=C(C=CC1F)[C@@H](NC(=O)[C@H]1NC(NC1)=O)C=1OC2=C(C1)C=C(C=C2)Cl